3-(5-methoxymethyl-isoxazol-3-yl)-[1,2,4]triazol COCC1=CC(=NO1)C1=NNC=N1